2-(2-fluoro-6-methoxy-4-(2H-1,2,3-triazol-2-yl)phenyl)-7-(2,2,6,6-tetramethyl-1,2,3,6-tetrahydropyridin-4-yl)imidazo[1,2-a]pyrimidine FC1=C(C(=CC(=C1)N1N=CC=N1)OC)C=1N=C2N(C=CC(=N2)C=2CC(NC(C2)(C)C)(C)C)C1